2-(2-(6-((cis)-2,6-dimethylmorpholino)pyridin-2-yl)-1,6-naphthyridin-7-yl)-N-(5-(methylsulfonyl)pyridin-3-yl)acetamide C[C@@H]1O[C@@H](CN(C1)C1=CC=CC(=N1)C1=NC2=CC(=NC=C2C=C1)CC(=O)NC=1C=NC=C(C1)S(=O)(=O)C)C